C1(CC1)S(=O)(=O)C=1C=C2CN(C(C2=CC1)C(=O)NC1=CC=C(C=C1)C(C(F)(F)F)(C(F)(F)F)O)C(=O)NC 5-(Cyclopropylsulfonyl)-N1-[4-(1,1,1,3,3,3-hexafluoro-2-hydroxypropan-2-yl)phenyl]-N2-methyl-1,3-dihydro-2H-isoindole-1,2-dicarboxamide